FC(C1=NC=CC=C1OCC1[C@H]2CN(C[C@@H]12)C1=NC=CC(=N1)C(=O)NN)(F)F 2-((1R,5S,6r)-6-(((2-(trifluoromethyl)pyridin-3-yl)oxy)methyl)-3-azabicyclo[3.1.0]hexan-3-yl)pyrimidine-4-carbohydrazide